8-([1,1'-biphenyl]-3-yl(cyclopropylmethyl)amino)-5-methyl-6-oxo-5,6-dihydro-1,5-naphthyridine-2-carbonitrile C1(=CC(=CC=C1)N(C1=CC(N(C=2C=CC(=NC12)C#N)C)=O)CC1CC1)C1=CC=CC=C1